ClC1=C(N=C(C(=N1)N1C[C@H]([C@H](CC1)NC(OC(C)(C)C)=O)F)C)C=O tert-Butyl N-[(3R,4S)-1-(6-chloro-5-formyl-3-methylpyrazin-2-yl)-3-fluoropiperidin-4-yl]carbamate